C(#N)C=1C=C(C=CC1)C=1N=C(SC1C1=CC(=NC(=C1)C)C(F)F)NC(=O)N1CC2(CC1)OCCN(C2)C N-[4-(3-cyanophenyl)-5-[2-(difluoromethyl)-6-methyl-4-pyridinyl]thiazol-2-yl]-9-methyl-6-oxa-2,9-diazaspiro[4.5]decane-2-carboxamide